(6-chloro-1-(methylthio)naphthalen-2-yl)boric acid ClC=1C=C2C=CC(=C(C2=CC1)SC)OB(O)O